BrC1=CC=2C(=NC3=[N+](C2[C-]=N1)CCC3)SC 3-bromo-5-(methylthio)-8,9-dihydro-7H-pyrido[4,3-e]pyrrolo[1,2-a]pyrimidin-10-ium-1-ide